N1(C=NC=C1)CCN 2-(1H-imidazol-1-yl)ethylamine